[O-]OOOOOO[O-].C(CCCCCCC)[Mg+2] octyl-magnesium octaoxide